C1(CC1)N1C=C(C(C(=C1C)C1=C(C=C(C=C1)F)C)=O)C(=O)NC1=CC(=C(C=C1)OC1=CC=NC2=CC=C(N=C12)OC)F 1-Cyclopropyl-N-[3-fluoro-4-[(6-methoxy-1,5-naphthyridin-4-yl)oxy]phenyl]-5-(4-fluoro-2-methylphenyl)-6-methyl-4-oxopyridine-3-carboxamide